2-methoxy-4-(((3-methylbutan-2-yl)oxy)methyl)phenol COC1=C(C=CC(=C1)COC(C)C(C)C)O